Cl.FC[C@@H]1CNCCO1 (S)-2-(fluoromethyl)morpholine hydrochloride